4-(4-tert-Butoxycarbonylpiperazin-1-yl)-2-(hydroxymethyl)-3-methoxy-benzoic acid C(C)(C)(C)OC(=O)N1CCN(CC1)C1=C(C(=C(C(=O)O)C=C1)CO)OC